ClC=1C=CC(=C(C1)C1=NC=NC(=C1)OC)C=1N=NN(C1)C[Si](C)(C)C 4-(5-chloro-2-(1-((trimethylsilyl)methyl)-1H-1,2,3-triazol-4-yl)phenyl)-6-methoxypyrimidine